NCCCCOC=1C=C(C=CC1)C(C(=O)N[C@@H](C(=O)NCC1=CC=C(C=C1)O)CCCN\C(=N/C(NCCNC(CC)=O)=O)\N)C1=CC=CC=C1 (2R)-2-(2-(3-(4-amino-butoxy)phenyl)-2-phenylacetamido)-N-(4-hydroxybenzyl)-5-((Z)-2-((2-propionamido-ethyl)carbamoyl)guanidino)pentanamide